CN(C(=O)[C@H]1N(C(CC1)=O)C(=O)OCC1=CC=CC=C1)C=1C=C(C=CC1)C benzyl (2S)-2-[methyl(m-tolyl)-carbamoyl]-5-oxo-pyrrolidine-1-carboxylate